N2-(2-(1-(Cyclopropylsulfonyl)-1H-pyrazol-4-yl)pyrimidin-4-yl)-N4-((1s,4s)-4-((2-fluoroethyl)amino)cyclohexyl)-5-((1-methyl-1H-pyrazol-4-yl)ethynyl)pyridine-2,4-diamine C1(CC1)S(=O)(=O)N1N=CC(=C1)C1=NC=CC(=N1)NC1=NC=C(C(=C1)NC1CCC(CC1)NCCF)C#CC=1C=NN(C1)C